CC1=NC(=NC(=C1)C)N1C[C@H]2[C@@H](CC1)CN(C2)C(=O)OC(C)(C)C tert-Butyl (3aR,7aR)-5-(4,6-dimethylpyrimidin-2-yl)octahydro-2H-pyrrolo[3,4-c]pyridine-2-carboxylate